7-chloro-6-fluoro-3-(2-methoxyethyl)-1,3,4,9-tetrahydro-[1,2,6]thiadiazino[4,3-g]indole 2,2-dioxide ClC1=CNC=2C3=C(C=C(C12)F)CN(S(N3)(=O)=O)CCOC